CN1CCN(CC1)C1=CC=C(C=C1)NC=1N=C(C2=C(N1)NC=C2)NC2CCN(CC2)CO (4-((2-((4-(4-methylpiperazin-1-yl)phenyl)amino)-7H-pyrrolo[2,3-d]pyrimidin-4-yl)amino)piperidin-1-yl)methanol